3-tert-butyl-1,2,4-oxadiazole-5-carbaldehyde C(C)(C)(C)C1=NOC(=N1)C=O